6-methyl-4-(quinuclidin-4-ylethynyl)picolinic acid CC1=CC(=CC(=N1)C(=O)O)C#CC12CCN(CC1)CC2